(R)-5-(6-(4-(2-methoxyphenyl)piperidin-1-yl)-2-azaspiro[3.4]oct-2-yl)isothiazole COC1=C(C=CC=C1)C1CCN(CC1)[C@H]1CC2(CN(C2)C2=CC=NS2)CC1